C(C=C)(=O)N1CC2C(C1)CN(C2)C2=C1C(=C(NC1=C(C=C2F)C(=O)N)C)C 4-(5-acryloylhexahydropyrrolo[3,4-c]pyrrol-2(1H)-yl)-5-fluoro-2,3-dimethyl-1H-indole-7-carboxamide